COC1=CC=C(C=C1)C=CC=CC=O 5-(4-methoxyphenyl)penta-2,4-dienal